COC1=CC=C(C=N1)C(=O)N (E)-6-methoxypyridine-3-carboxamide